N-(2-aminoethyl)-5-chloroisoquinoline NCCN1CC2=CC=CC(=C2C=C1)Cl